CN1CCN(CC1)CC1=C(C=C(C=C1)C1=C(C(=O)N)C=C(C=N1)C#CC=1C=NN2C1C=CC=C2)C(F)(F)F (4-((4-methylpiperazin-1-yl)methyl)-3-(trifluoromethyl)phenyl)-5-(pyrazolo[1,5-a]pyridin-3-ylethynyl)nicotinamide